methyl ((1R,3R)-3-(9-(1-isopropyl-1H-indazol-5-yl)-8-(1-methyl-1H-pyrazol-4-yl)-2,4-dioxo-2,3,4,7-tetrahydro-1H-pyrrolo[3',2':5,6]pyrido[4,3-d]pyrimidin-1-yl)cyclopentyl)carbamate C(C)(C)N1N=CC2=CC(=CC=C12)C1=C(NC2=C1C=1N(C(NC(C1C=N2)=O)=O)[C@H]2C[C@@H](CC2)NC(OC)=O)C=2C=NN(C2)C